delta-enantholactam C1(CCCC(CC)N1)=O